7-chloro-8-fluoro-2,4-dihydroxy-1,6-naphthyridine-3-carbonitrile ClC1=NC=C2C(=C(C(=NC2=C1F)O)C#N)O